C1(=CC=C(C=C1)NC=1C=CC2=C(OC3=C2C=CC=C3)C1)C1=CC=CC=C1 N-biphenyl-4-yl-3-dibenzo[B,D]furanamine